[Br-].C(C1=CC=CC=C1)N[C@H]1[C@@H](CCCC1)NCC1=CC=CC=C1.C(C1=CC=CC=C1)N[C@H]1[C@@H](CCCC1)NCC1=CC=CC=C1.[Ni+2].[Br-] nickel (II) bis[(R,R)-N,N'-dibenzylcyclohexane-1,2-diamine] bromide